C1(=CC=CC=C1)S(=O)(=O)NC=1C=C(C=CC1)/C=C/[C@@H](CCOC1=C(C=CC=C1)CCC(C(=O)O)(C)C)O 4-[2-[(E,3R)-5-[3-(Benzenesulfonamido)phenyl]-3-hydroxypent-4-enoxy]phenyl]-2,2-dimethylbutanoic acid